N-(3-(5-fluoro-2-(3-(2-(2-oxopyrrolidin-1-yl)ethoxy)phenylamino)pyrimidin-4-ylamino)phenyl)acrylamide FC=1C(=NC(=NC1)NC1=CC(=CC=C1)OCCN1C(CCC1)=O)NC=1C=C(C=CC1)NC(C=C)=O